C(C=C)N1N(C2=NC(=NC=C2C1=O)NC1=CC=C(C=C1)N1CCNCC1)C1=NC=2[C@](CCCC2C=C1)(C)O |r| racemic-2-allyl-1-(8-hydroxy-8-methyl-5,6,7,8-tetrahydroquinolin-2-yl)-6-((4-(piperazin-1-yl)phenyl)-amino)-1H-pyrazolo[3,4-d]Pyrimidin-3(2H)-one